NC1=NC(N(C=C1)[C@H]1[C@]([C@@H]([C@@](O1)(F)COP(=O)(OC1=CC=CC=C1)N[C@H](C)C(=O)O)O)(C)F)=O (R)-(((2s,3s,4R,5R)-5-(4-amino-2-oxopyrimidin-1(2H)-yl)-2,4-difluoro-3-hydroxy-4-methyltetrahydrofuran-2-ylmethoxy)(phenoxy)phosphoryl)-L-alanine